IC=1C=C(C=CC1)C1=NC=C2C=CN=C(C2=C1)OC 7-(3-iodophenyl)-1-methoxy-2,6-naphthyridine